5-(1-(6-ethoxy-5-methoxypyridin-2-yl)-2-(methylsulfonyl)ethyl)-1-nitro-4H-thieno[3,4-c]pyrrole-4,6(5H)-dione C(C)OC1=C(C=CC(=N1)C(CS(=O)(=O)C)N1C(C=2C(C1=O)=CSC2[N+](=O)[O-])=O)OC